(R)-5-((((3'-chloro-2'-(2-chloro-3-((3-((((S)-2-hydroxypropyl)amino)methyl)-2-methoxyphenyl)amino)phenyl)-6-methoxy-[2,4'-bipyridin]-5-yl)methyl)amino)methyl)pyrrolidin-2-one ClC=1C(=NC=CC1C1=NC(=C(C=C1)CNC[C@H]1CCC(N1)=O)OC)C1=C(C(=CC=C1)NC1=C(C(=CC=C1)CNC[C@H](C)O)OC)Cl